benzyl-(1s,3ar,6as)-hexahydrocyclopenta[c]pyrrole C(C1=CC=CC=C1)[C@@H]1NC[C@H]2C1=CCC2